ClC1=C(C(=CC=C1)C#N)N1N=C(C(=C1)NC1=CC=C(C=C1)C(=O)N1CCOCC1)C(=O)N 1-(2-chloro-6-cyanophenyl)-4-((4-(morpholine-4-carbonyl)phenyl)amino)-1H-pyrazole-3-carboxamide